2-(4-methoxyphenyl)butanamide COC1=CC=C(C=C1)C(C(=O)N)CC